6-Bromo-3-(ethylsulfanyl)pyridine-2-carboxylic acid BrC1=CC=C(C(=N1)C(=O)O)SCC